(R)-4-(3-(isoxazolidin-3-yl)phenyl)-2-methylbut-3-yn-2-ol O1N[C@H](CC1)C=1C=C(C=CC1)C#CC(C)(O)C